C(C(C)C)OC(CN(C)C(CCCCCCCCCCCCCCC)=O)=O N-palmitoyl-sarcosine isobutyl ester